(S)-quinuclidin-3-yl-carbamate N12C[C@H](C(CC1)CC2)NC([O-])=O